C(C)OC1=NC(=CC=C1NC1=NNC2=CC(=CC=C12)[C@@H]1C[C@@]12C(NC1=CC=C(C=C21)OC)=O)S(=O)(=O)C (1r,2s)-2-(3-{[2-ethoxy-6-(methylsulfonyl)pyridin-3-yl]amino}-1H-indazol-6-yl)-5'-methoxyspiro[cyclopropan-1,3'-indol]-2'(1'H)-one